L-homocysteic acid N[C@@H](CCS(=O)(O)=O)C(=O)O